6-chloro-2-methoxy-3-(4,4,5,5-tetramethyl-1,3,2-dioxaborolan-2-yl)pyridine ClC1=CC=C(C(=N1)OC)B1OC(C(O1)(C)C)(C)C